(3S)-3-({N-[(4-Methoxy-1H-indol-2-yl)carbonyl]-L-leucyl}amino)-2-oxo-4-[(3S)-2-oxopyrrolidin-3-yl]butyl 2-methylpyrrolidine-1-carboxylate CC1N(CCC1)C(=O)OCC([C@H](C[C@H]1C(NCC1)=O)NC([C@@H](NC(=O)C=1NC2=CC=CC(=C2C1)OC)CC(C)C)=O)=O